O=C1NC(CCC1N1C(N(C2=C1C=CC(=C2)C2=CC=C(C=C2)[C@H](C(=O)NC2=CC1=CC(=C(C(=C1C=C2)F)N2S(NC(C2)=O)(=O)=O)O)CO)C)=O)=O (2S)-2-[4-[1-(2,6-dioxo-3-piperidyl)-3-methyl-2-oxo-benzimidazol-5-yl]phenyl]-N-[5-fluoro-7-hydroxy-6-(1,1,4-trioxo-1,2,5-thiadiazolidin-2-yl)-2-naphthyl]-3-hydroxy-propanamide